(S)-7-((6-(1-(dimethylamino)ethyl)-5-(tetrahydro-2H-pyran-4-yl)pyridin-2-yl)amino)-4-(7-fluoroimidazo[1,2-a]pyridin-3-yl)-1-oxoisoindoline-2-carboxylic acid tert-butyl ester C(C)(C)(C)OC(=O)N1C(C2=C(C=CC(=C2C1)C1=CN=C2N1C=CC(=C2)F)NC2=NC(=C(C=C2)C2CCOCC2)[C@H](C)N(C)C)=O